1-methyl-4-(6-methyl-5-hepten-2-yl)-1,4-cyclohexadiene CC1=CCC(=CC1)C(C)CCC=C(C)C